(S)-N-(3-chloro-4-fluorophenyl)-N-(3-(dimethylamino)propyl)-1-(6-methyl-4-(trifluoromethyl)pyridin-2-yl)pyrrolidine-2-carboxamide ClC=1C=C(C=CC1F)N(C(=O)[C@H]1N(CCC1)C1=NC(=CC(=C1)C(F)(F)F)C)CCCN(C)C